3-tert-butyl-5-(5-fluoro-3-pyridinyl)pyrazolo[1,5-a]Pyrimidin-7-ol C(C)(C)(C)C=1C=NN2C1N=C(C=C2O)C=2C=NC=C(C2)F